C(C)(C)[C@H]1NC2=CC=CN=C2[C@H]([C@@H]1C)NC(OCC1=CC=CC=C1)=O Benzyl ((2R,3R,4s)-2-isopropyl-3-methyl-1,2,3,4-tetrahydro-1,5-naphthyridin-4-yl)carbamate